ClC1=NC(=NC=C1C(F)(F)F)NC=1C(=NN(C1)C1CCN(CC1)C(=O)OC(C)(C)C)CC tert-butyl 4-(4-((4-chloro-5-(trifluoromethyl)pyrimidin-2-yl)amino)-3-ethyl-1H-pyrazol-1-yl)piperidine-1-carboxylate